N'-[3-(dimethylamino)propyl]-N,N,N'-trimethylpropane-1,3-diamine CN(CCCN(CCCN(C)C)C)C